FC1=C(N=C(S1)[C@H](C)NC1=CC(=NC=2N1N=CC2C(C)C)NC[C@@H]2[C@H](CNCC2)O)C (3R,4R)-4-(((7-(((S)-1-(5-Fluoro-4-methylthiazol-2-yl)ethyl)amino)-3-isopropyl-pyrazolo[1,5-a]pyrimidin-5-yl)amino)methyl)piperidin-3-ol